FC1(CN(CC[C@H]1NC1=NN2C(C(=N1)OC)=C(C(=C2)F)C=2C=CC1=C(N(N=N1)C[C@@H](C)F)C2)C)F N-((R)-3,3-difluoro-1-methylpiperidin-4-yl)-6-fluoro-5-(1-((R)-2-fluoropropyl)-1H-benzo[d][1,2,3]triazol-6-yl)-4-methoxypyrrolo[2,1-f][1,2,4]triazin-2-amine